8-(4-(((2-(2,6-dioxopiperidin-3-yl)-4-fluoro-1-oxoisoindolin-5-yl)methyl)(methyl)amino)piperidin-1-yl)-9-ethyl-6,6-dimethyl-11-oxo-6,11-dihydro-5H-benzo[b]carbazole-3-carbonitrile O=C1NC(CCC1N1C(C2=CC=C(C(=C2C1)F)CN(C1CCN(CC1)C=1C(=CC2=C(C(C=3NC4=CC(=CC=C4C3C2=O)C#N)(C)C)C1)CC)C)=O)=O